COC1=C(C=C(C(=C1)NC(=O)CC#N)Cl)Cl 2-cyano-N-(2,4-dichloro-5-methoxyphenyl)acetamide